(S)-1-(3-(4-amino-7-(cyclopropanecarbonyl)-3-((3,5-dimethoxyphenyl)ethynyl)-1H-pyrazolo[4,3-c]pyridin-1-yl)pyrrolidin-1-yl)prop-2-en-1-one NC1=NC=C(C2=C1C(=NN2[C@@H]2CN(CC2)C(C=C)=O)C#CC2=CC(=CC(=C2)OC)OC)C(=O)C2CC2